ClC1=CC(=C(C=C1)S(=O)(=O)N1[C@@H](CCC1)C(=O)OCCCC)O Butyl ((4-chloro-2-hydroxyphenyl)sulfonyl)-L-prolinate